4-(4-Ethoxyphenyl)-2-[3-(propan-2-yl)phenyl]-1,3-oxazole C(C)OC1=CC=C(C=C1)C=1N=C(OC1)C1=CC(=CC=C1)C(C)C